1-(2-chloro-5-fluoropyrimidin-4-yl)-N4,N4-diethylbenzene-1,4-diamine ClC1=NC=C(C(=N1)C1(CC=C(C=C1)N(CC)CC)N)F